FC1=NNC=2C=CC3=C(C12)CCCC(=C3C3=CC=C(C=C3)N3CCC(CC3)CN3CCN(CC3)C=3C=C1CN(C(C1=CC3)=O)[C@@H]3C(NC(CC3)=O)=O)C3=C(C=CC=C3)F (S)-3-(5-(4-((1-(4-(1-fluoro-7-(2-fluorophenyl)-3,8,9,10-tetrahydrocyclohepta[e]indazol-6-yl)phenyl)piperidin-4-yl)methyl)piperazin-1-yl)-1-oxoisoindolin-2-yl)piperidine-2,6-dione